tert-butyl (S)-2-(6-(3-methyl-1H-pyrrolo[2,3-b]pyridin-5-yl)-2-((S)-3,3,3-trifluoro-2-hydroxy-2-methylpropanoyl)isoindolin-4-yl)pyrrolidine-1-carboxylate CC1=CNC2=NC=C(C=C21)C2=CC(=C1CN(CC1=C2)C([C@](C(F)(F)F)(C)O)=O)[C@H]2N(CCC2)C(=O)OC(C)(C)C